C(C1=CC=CC=C1)N(C(=O)C=1OC=C(N1)C1=NC(=NC=C1C)NC1=CC=NN1C)C N-benzyl-N-methyl-4-(5-methyl-2-((1-methyl-1H-pyrazol-5-yl)amino)pyrimidin-4-yl)oxazole-2-carboxamide